2-(2-methoxy-4,6-dimethyl-phenyl)-7-[1-(3,3,3-trifluoropropyl)-3-piperidyl]-1,8-naphthyridine COC1=C(C(=CC(=C1)C)C)C1=NC2=NC(=CC=C2C=C1)C1CN(CCC1)CCC(F)(F)F